IC1=CC(=CC(=C1)I)I 1,3,5-triiodobenzene